C1(=CC(=CC=C1)C1=NC(=NC(=N1)N1C2=C(C=3C=CC=CC13)OC1=C2C=CC=C1)C1=CC=CC=C1)C1=CC=CC=C1 2-(1,1'-biphenyl-3-yl)-4-(10H-benzofuro[3,2-b]indol-10-yl)-6-Phenyl-1,3,5-triazine